1-(3-chlorophenyl)-3-(3-methyl-5-oxo-4H-imidazol-2-yl)urea ClC=1C=C(C=CC1)NC(=O)NC1=NC(CN1C)=O